BrC1=C(C=C2C(=NC(=NC2=C1OC)OC)N1CCN(CC1)C(=O)OC(C)(C)C)Cl tert-Butyl 4-(7-bromo-6-chloro-2,8-dimethoxyquinazolin-4-yl)piperazine-1-carboxylate